(4R,5R)-3-benzyl-4-(hydroxymethyl)-5-methyl-oxazolidine-2-one tert-butyl-(1R,5S,6r)-6-(cyclopropylcarbonyl)-3-azabicyclo[3.1.0]hexane-3-carboxylate C(C)(C)(C)OC(=O)N1C[C@H]2C([C@H]2C1)C(=O)C1CC1.C(C1=CC=CC=C1)N1C(O[C@@H]([C@H]1CO)C)=O